(S)-N-(3-(benzo[d][1,3]dioxol-4-yloxy)-3-(5-bromothiophen-2-yl)propyl)cyclobutylamine O1COC2=C1C=CC=C2O[C@@H](CCNC2CCC2)C=2SC(=CC2)Br